C(C1=CC=CC=C1)OC(=O)N1CCCC1=O 5-oxo-pyrrolidine-1-carboxylic acid benzyl ester